C(#N)C1=C(C(=C(C(=C1F)F)S(=O)(=O)NC1=CC(=C(C=C1)OC)F)F)F 4-cyano-2,3,5,6-tetrafluoro-N-(3-fluoro-4-methoxy-phenyl)benzenesulfonamide